N-((4-(3-fluoroazetidin-1-yl)-1-(4-(trifluoromethoxy)phenyl)-1H-pyrazolo[3,4-b]pyridin-3-yl)methyl)acrylamide FC1CN(C1)C1=C2C(=NC=C1)N(N=C2CNC(C=C)=O)C2=CC=C(C=C2)OC(F)(F)F